2-(4-bromophenyl)-4-(3-piperidinylmethyl)-thieno[2,3-d]pyridazine-7-carboxamide BrC1=CC=C(C=C1)C1=CC=2C(=C(N=NC2CC2CNCCC2)C(=O)N)S1